FC1=C(C=C(C(=C1)Br)F)C1=CC=NC=C1 4-(2,5-difluoro-4-bromophenyl)pyridine